tert-butyl 4-(5-((3-(difluoromethyl)pyrazin-2-yl)methyl)-6-oxo-5,6-dihydropyrido[2,3-b]pyrazin-7-yl)piperidine-1-carboxylate FC(C=1C(=NC=CN1)CN1C(C(=CC=2C1=NC=CN2)C2CCN(CC2)C(=O)OC(C)(C)C)=O)F